4,7,8-Trihydroxy-3-[1-(4,7,8-trihydroxy-2-oxochromen-3-yl)pentyl]-2H-chromen-2-one OC1=C(C(OC2=C(C(=CC=C12)O)O)=O)C(CCCC)C=1C(OC2=C(C(=CC=C2C1O)O)O)=O